[Si]([O-])([O-])([O-])O.[Si](O)(O)(O)O.[Al+3] aluminum bissilicate